ClC1=NC(=NC(=C1I)Cl)S(=O)(=O)C 4,6-dichloro-5-iodo-2-methylsulfonyl-pyrimidine